CC1=C2C(C(=CN(C2=NC(=C1)N1CC(C1)C(NC=1SC(=NN1)C)=O)C1=NC=NS1)C(=O)O)=O 5-methyl-7-{3-[(5-methyl-1,3,4-thiadiazol-2-yl)carbamoyl]azetidin-1-yl}-4-oxo-1-(1,2,4-thiadiazol-5-yl)-1,4-dihydro-1,8-naphthyridine-3-carboxylic acid